8-(4-{[trans-4-{[4-(pentafluoro-λ6-sulfanyl)phenyl]amino}cyclohexyl]sulfonyl}phenyl)-1H,2H,3H,4H,5H-pyrrolo[1,2-a][1,4]diazepin-1-one FS(C1=CC=C(C=C1)N[C@@H]1CC[C@H](CC1)S(=O)(=O)C1=CC=C(C=C1)C=1C=C2N(CCCNC2=O)C1)(F)(F)(F)F